FC(C1=CC=C(C=C1)C=1N=C2N(N=CC=C2C(=O)O)C1)(F)F 2-(4-(trifluoromethyl)phenyl)imidazo[1,2-b]pyridazine-8-carboxylic acid